(2R,3R,4S)-2-(hydroxymethyl)-4-(2-methoxyethoxy)tetrahydrofuran-3-ol Methyl-5-amino-2H-indazole-6-carboxylate CN1N=C2C=C(C(=CC2=C1)N)C(=O)O[C@@H]1[C@H](OC[C@@H]1OCCOC)CO